N-phenyl-carbamic acid (octylphenyl) ester C(CCCCCCC)C1=C(C=CC=C1)OC(NC1=CC=CC=C1)=O